N-hydroxy-4-((4-(((2-phenylcyclopropyl)amino)methyl)-1H-1,2,3-triazol-1-yl)methyl)benzamide TFA salt OC(=O)C(F)(F)F.ONC(C1=CC=C(C=C1)CN1N=NC(=C1)CNC1C(C1)C1=CC=CC=C1)=O